tert-Butyl (±)-3-(2-((6-bromo-3-fluoropyridin-2-yl)oxy)ethyl)piperazine-1-carboxylate BrC1=CC=C(C(=N1)OCC[C@@H]1CN(CCN1)C(=O)OC(C)(C)C)F |r|